N1(CCN(CCCN(CCN(CCC1)CC(=O)O)CC(=O)O)CC(=O)O)CC(=O)O 1,4,8,11-Tetraazacyclotetradecane-1,4,8,11-tetraacetic acid